5-nitrofuran-2-carboxamide [N+](=O)([O-])C1=CC=C(O1)C(=O)N